5-amino-7-(3-cyanophenyl)-N-ethyl-8-(2-methoxypyridin-4-yl)-3-methylimidazo[1,2-c]pyrimidine-2-carboxamide NC1=NC(=C(C=2N1C(=C(N2)C(=O)NCC)C)C2=CC(=NC=C2)OC)C2=CC(=CC=C2)C#N